N[C@@H]1CN(CC1)C=1C=CC=2N(CC=C(N2)C2=CC(=C(C=C2)OC)F)C1 7-[(3S)-3-aminopyrrolidin-1-yl]-2-(3-fluoro-4-methoxyphenyl)-4H-pyrido[1,2-a]pyrimidin